N-(2-((3S,4R)-3-fluoro-4-(2-(methylamino)ethoxy)piperidin-1-yl)pyrimidin-4-yl)-5-isopropyl-8-((R)-2-methylazetidin-1-yl)-2,7-naphthyridin-3-amine F[C@H]1CN(CC[C@H]1OCCNC)C1=NC=CC(=N1)NC=1N=CC2=C(N=CC(=C2C1)C(C)C)N1[C@@H](CC1)C